[Cl-].[Cl-].[Zr+2].N1=C(C=CC=C1C1=C(C=CC=C1)C=1SC=C(C1O)C1=CC=CC=C1)C1=C(C=CC=C1)C=1SC=C(C1O)C1=CC=CC=C1 [2,2'-(pyridine-2,6-diylbis(2,1-phenylene))bis(4-phenylthiophen-3-ol)] zirconium dichloride